C(C)(C)C=1C=C(C=CC1)[C@]1(C[C@@H]2[C@H](N(OC2(C)C)C)[C@H](C1)C)C |r| rac-(3aR,5R,7S,7aR)-5-(3-isopropylphenyl)-1,3,3,5,7-pentamethyl-octahydrobenzo[c]isoxazole